(E)-2-mesitylethene-1-sulfonyl fluoride C1(=C(C(=CC(=C1)C)C)/C=C/S(=O)(=O)F)C